2,5-dioxopyrrolidin-1-ylacetate O=C1N(C(CC1)=O)CC(=O)[O-]